3-acetyl-1-(2-((2S,4R)-2-((6-bromopyridin-2-yl)carbamoyl)-4-fluoropyrrolidin-1-yl)-2-oxoethyl)-N,N-dimethyl-5-(2-methylpyrimidin-5-yl)-1H-indazole-6-carboxamide C(C)(=O)C1=NN(C2=CC(=C(C=C12)C=1C=NC(=NC1)C)C(=O)N(C)C)CC(=O)N1[C@@H](C[C@H](C1)F)C(NC1=NC(=CC=C1)Br)=O